dioxa-10,19,20-triazatetracyclo[13.5.2.12,6.018,21]tricosa-1(20),2,4,6(23),15,17,21-heptaen-9-one C=12C3=CC=CC(OOC(NCCCCC4=CC=C(NN1)C2=C4)=O)=C3